C1NCCC2C=3C1=CC=CC3CCC2 1,2,3,4,4a,5,6,7-Octahydronaphtho[1,8-cd]azepin